N-(1-(2-methoxyethyl)-6-oxo-1,6-dihydropyridin-3-yl)-4-(methylsulfonyl)-2-(6-azaspiro[2.5]octan-6-yl)benzamide COCCN1C=C(C=CC1=O)NC(C1=C(C=C(C=C1)S(=O)(=O)C)N1CCC2(CC2)CC1)=O